FC(C1=NN=C(S1)C1=NC=C2N1C=C(C=C2N2C[C@@H](N[C@H](C2)C)CO)S(=O)(=O)NC2(COC2)C)F 3-(5-(difluoromethyl)-1,3,4-thiadiazol-2-yl)-8-((3R,5S)-3-(hydroxymethyl)-5-methylpiperazin-1-yl)-N-(3-methyloxetan-3-yl)imidazo[1,5-a]pyridine-6-sulfonamide